(4-((6-(1-methyl-1H-pyrazol-4-yl)pyrazolo[1,5-a]pyrazin-4-yl)oxy)bicyclo[2.1.1]hexan-1-yl)acrylamide CN1N=CC(=C1)C=1N=C(C=2N(C1)N=CC2)OC21CCC(C2)(C1)C(C(=O)N)=C